C(C)(C)(C)OC(=O)N1[C@@H]([C@H](C1)OC=1C=CC(=NC1F)C(=O)OC)C methyl 5-{[(2r,3s)-1-(tert-butoxycarbonyl)-2-methylazetidin-3-yl] oxy}-6-fluoropyridine-2-carboxylate